tert-Butyl ((1S,3S)-3-((6-hydroxybenzo[d]oxazol-2-yl)amino)cyclopentyl)carbamate Sodium [Na].OC1=CC2=C(N=C(O2)N[C@@H]2C[C@H](CC2)NC(OC(C)(C)C)=O)C=C1